BrC=1N=CSC1C(=O)C1=NN(C(=C1)C#N)C 3-(4-bromo-1,3-thiazole-5-carbonyl)-1-methyl-1H-pyrazole-5-carbonitrile